benzoic acid zinc salt [Zn+2].C(C1=CC=CC=C1)(=O)[O-].C(C1=CC=CC=C1)(=O)[O-]